C(C)N(S(=O)(=O)NC=1C(=C(C=CC1)C=1C(=NN(C1)C1=CC=C(C=C1)N1CCN(CC1)C(=O)OC(C)(C)C)C1=NC=NC=C1)F)C tert-butyl 4-{4-[4-(3-{[ethyl(methyl)sulfamoyl]amino}-2-fluorophenyl)-3-(pyrimidin-4-yl)pyrazol-1-yl]phenyl}piperazine-1-carboxylate